CC1=C(C=2N(C3=C1CNC3)N=CN2)C=C 5-Methyl-4-vinyl-7,8-dihydro-6H-pyrrolo[3,4-e][1,2,4]triazolo[1,5-a]pyridine